CN1C(NC2=C1C=C(C=C2)C(=O)O)=O 3-methyl-2-oxo-2,3-dihydro-1H-benzo[d]Imidazole-5-carboxylic acid